C[C@@H](C1=CC2=C(C=C1)C=C(C=C2)O)C(=O)[O-] The molecule is a monocarboxylic acid anion that is the conjugate base of desmethylnaproxen, obtained by deprotonation of the carboxy group; major species at pH 7.3. It has a role as a drug metabolite, a human blood serum metabolite and a human urinary metabolite. It is a conjugate base of a desmethylnaproxen.